CC=1C=C(C=CC1)C(CCCC\C=C/C1=NC=CC=C1)=O (Z)-(3-methylphenyl)-7-(pyridine-2-yl)hept-6-en-1-one